C(C)N1CC(CCC1)C1=CC=NC=2N1N=C(C2C2=CC=NC=C2)C 7-(1-Ethylpiperidin-3-yl)-2-methyl-3-(pyridin-4-yl)pyrazolo[1,5-a]pyrimidine